Ethyl 2-[3-(4-methoxyphenyl) propionylamino]-4-phenylbutyrate (Ethyl 2-[3-(4-methoxyphenyl) propanoylamino]-4-phenyl-butanoate) C(C)C(C(=O)O)(CCC1=CC=CC=C1)NC(CCC1=CC=C(C=C1)OC)=O.COC1=CC=C(C=C1)CCC(=O)NC(C(=O)OCC)CCC1=CC=CC=C1